C(=O)(O)[C@@H](CO)N1CCN(CCN(CCN(CC1)[C@@H](CO)C(=O)O)[C@H](C(=O)O)CCCC1=CC=C(C=C1)OCCOCCOCC)[C@@H](CO)C(=O)O (2S)-2-{7-[(1R)-1-carboxy-2-hydroxyethyl]-4,10-bis[(1S)-1-carboxy-2-hydroxyethyl]-1,4,7,10-tetraazacyclododecan-1-yl}-5-{4-[2-(2-ethoxyethoxy)ethoxy]phenyl}pentanoic acid